[Si](C)(C)(C(C)(C)C)OOCCC1=CC=C(C=C1)CC#N 2-(4-(2-((tert-butyldimethylsilyloxy)oxy)ethyl)phenyl)acetonitrile